6-Bromo-3-(ethylthio)-5-fluoro-7,9-dihydrofuro[3,4-f]quinazoline BrC=1C2=C(C=3C=NC(=NC3C1F)SCC)COC2